3,6-bis(3-amino-4-trifluoromethyl-2-pyridyloxy)benzonorbornene NC=1C(=NC=CC1C(F)(F)F)OC1C2C3=C(C1CC2)C=C(C=C3)OC3=NC=CC(=C3N)C(F)(F)F